4-((1R,5S)-3,8-diazabicyclo[3.2.1]octan-3-yl)-7-(8-ethyl-3,4-dihydroquinolin-1(2H)-yl)-8-fluoro-2-((tetrahydro-1H-pyrrolizin-7a(5H)-yl)methoxy)pyrido[4,3-d]pyrimidine [C@H]12CN(C[C@H](CC1)N2)C=2C1=C(N=C(N2)OCC23CCCN3CCC2)C(=C(N=C1)N1CCCC2=CC=CC(=C12)CC)F